4-(5-bromo-2-pyridinyl)piperazin-2-one BrC=1C=CC(=NC1)N1CC(NCC1)=O